C(\C=C\C)=O (e)-but-2-enal